NCCNC(CCOCCOCCOCCN1C(C=CC1=O)=O)=O N-(2-aminoethyl)-3-(2-{2-[2-(2,5-dioxo-2,5-dihydro-1H-pyrrol-1-yl)ethoxy]ethoxy}ethoxy)propanamid